3-Methoxy-5-(quinolin-4-ylamino)phenol COC=1C=C(C=C(C1)NC1=CC=NC2=CC=CC=C12)O